BrC1=C2C(N(C(C2=CC(=C1)CN1CCN(CC1)C1=CC=C(C=C1)[C@H]1[C@H](COC2=CC(=CC=C12)O)C1=CC=CC=C1)=O)C1C(NC(CC1)=O)=O)=O 4-bromo-2-(2,6-dioxopiperidin-3-yl)-6-((4-(4-((3S,4R)-7-hydroxy-3-phenyl-chroman-4-yl)phenyl)piperazin-1-yl)methyl)isoindoline-1,3-dione